Cl.Cl.NC(C(=O)NC=1C=NC(=C(C1)C)C=1C(=NNC1C)C)=C(C1CC1)C1CC1 (2S)-2-amino-3,3-dicyclopropyl-N-[6-(3,5-dimethyl-1H-pyrazol-4-yl)-5-methyl-3-pyridyl]propenamide hydrochloride Hydrogen chloride